1-((6-((3-bromo-2-methylbenzyl)oxy)-1H-benzo[des]isoquinolin-2(3H)-yl)methyl)cyclopropane-1-Carboxylic acid methyl ester COC(=O)C1(CC1)CN1CC2=CC(=C3CC2=C(C1)C=C3)OCC3=C(C(=CC=C3)Br)C